6-(4,4-dimethyl-2-oxooxazolidin-3-yl)-N-(6-(3-hydroxy-2,2-dimethylpyrrolidin-1-yl)pyridin-2-yl)-2-(6-azaspiro[2.5]octan-6-yl)nicotinamide CC1(N(C(OC1)=O)C1=NC(=C(C(=O)NC2=NC(=CC=C2)N2C(C(CC2)O)(C)C)C=C1)N1CCC2(CC2)CC1)C